2-Chloro-6-(prop-2-en-1-yl)-7H-pyrrolo[3,4-b]pyridin-5-one ClC1=CC=C2C(=N1)CN(C2=O)CC=C